ClN1C(C=2N=CN([C@H]3C[C@H](O)[C@@H](CO)O3)C2N=C1)=N 1-Chloro-deoxyadenosin